C(=C)(C)C=1C=C(C(C)(C)NC(=O)OC(C(=O)O)C)C=CC1 2-O-(3-isopropenyl-alpha,alpha-dimethylbenzylaminocarbonyl)-lactic acid